CN1C(N(CC1)C1CC2CN(C1C2)C=2N=NC(=C(N2)NC2=CC=C(C=C2)N2CCC(CC2)=O)C(=O)N)=O 3-(6-(3-methyl-2-oxoimidazolin-1-yl)-2-azabicyclo[2.2.1]heptan-2-yl)-5-((4-(4-oxopiperidin-1-yl)phenyl)amino)-1,2,4-triazin-6-carboxamide